4-bromo-2-chloro-1,3-thiazole BrC=1N=C(SC1)Cl